C(C1=CC=CC=C1)NCCNCCC[Si](OC)(OC)OC benzylaminoethylaminopropyltrimethoxySilane